6-fluoro-4-(4-fluorophenyl)-N-(1-isopropylazetidin-3-yl)-3,4-dihydroquinoxaline-1(2H)-carboxamide FC=1C=C2N(CCN(C2=CC1)C(=O)NC1CN(C1)C(C)C)C1=CC=C(C=C1)F